6-{[(trans)-5-(4-methoxyphenyl)-2-methylazepan-4-yl]methoxy}-2,3-dihydro-1H-isoindol-1-one COC1=CC=C(C=C1)C1C(CC(NCC1)C)COC1=CC=C2CNC(C2=C1)=O